C(C=C)N(N1C=C(C=CC1=O)[C@@H]1OCC[C@@H](C1)C(=O)OC)CC=C Methyl (2R,4S)-2-[1-(diallylamino)-6-oxo-3-pyridyl]tetrahydropyran-4-carboxylate